C(CCCCC)C(COC(C=CCCCCC(CCCCCCCCCC)N(CCCN(C)C)C(CCCCCCCCC(=O)OCC(CCCCCC)CCCC)=O)=O)CCCCCCCC 8-(10-((2-Butyloctyl)oxy)-N-(3-(dimethylamino)propyl)-10-oxodecanoylamino)-octadecenoic acid 2-hexyldecyl ester